2-(((1r,4r)-4-(((3-fluoro-phenyl)(5-methylthiophen-2-yl)carbamoyl-oxy)methyl)cyclohexyl)methoxy)acetic acid FC=1C=C(C=CC1)N(C(=O)OCC1CCC(CC1)COCC(=O)O)C=1SC(=CC1)C